NC(CCC(C(C(=O)O)CCC(=O)O)([PH2]=O)O)C(=O)O 2-[(3-amino-3-carboxypropyl)(hydroxy)(phosphinyl)-methyl]pentane-1,5-dioic acid